BrC=1C=C(/C(=N/O)/Cl)C=C(C1)F (Z)-3-bromo-5-fluoro-N-hydroxybenzimidoyl chloride